2-[(4-chlorophenyl)methyl]-2-azaspiro[3.3]heptan-6-yl (2R,6S)-4-(5-cyanopyrimidin-2-yl)-2,6-dimethylpiperazine-1-carboxylate C(#N)C=1C=NC(=NC1)N1C[C@H](N([C@H](C1)C)C(=O)OC1CC2(CN(C2)CC2=CC=C(C=C2)Cl)C1)C